methyl 6-(3,4-dimethylphenyl)-2-thioxo-1,2-dihydropyridine-3-carboxylate CC=1C=C(C=CC1C)C1=CC=C(C(N1)=S)C(=O)OC